CN(CCC=1N=NN(C1)C(C1=CC=CC=C1)C=1SC2=C(N1)C=CC(=C2)CC)C 4-((4-(2-(Dimethylamino)ethyl)-1H-1,2,3-triazol-1-yl)(6-ethylbenzo[d]thiazol-2-yl)methyl)benzol